FC1=CC(=CC2=C1N=C(S2)C2CCNCC2)C=2C=C(C=1N(N2)C=C(N1)C)C(=O)N 6-[4-fluoro-2-(4-piperidinyl)-1,3-benzothiazol-6-yl]-2-methyl-imidazo[1,2-b]pyridazine-8-carboxamide